5-[1-(2,6-difluoro-phenyl)-piperidin-4-yl]-2-methyl-7-[(S)-1-(2-trifluoromethyl-phenyl)-ethyl]-2,4,5,7-tetrahydro-pyrazolo[3,4-d]pyrimidin-6-one FC1=C(C(=CC=C1)F)N1CCC(CC1)N1C(N(C=2C(C1)=CN(N2)C)[C@@H](C)C2=C(C=CC=C2)C(F)(F)F)=O